NC=1OC2=CC(=CC=C2C(C1C#N)C1=CC(=C(C(=C1)OC)OC)OC)OC 2-amino-7-methoxy-4-(3,4,5-trimethoxyphenyl)-4H-chromene-3-carbonitrile